N-methoxy-N,1-dimethyl-piperidine-4-carboxamide CON(C(=O)C1CCN(CC1)C)C